N[C@H]1C[C@@H](N(C1)C(=O)NC1=CC=C(C=C1)Cl)C(=O)NC1=C(C=CC(=C1)C(CCC1CC1)(N[S@](=O)C(C)(C)C)C1=CC(=CC=C1)C#N)F (2R,4s)-4-amino-N1-(4-chlorophenyl)-N2-(5-((-)-1-(3-cyanophenyl)-3-cyclopropyl-1-((R)-1,1-dimethylethylsulfinamido)propyl)-2-fluorophenyl)pyrrolidine-1,2-dicarboxamide